BrC1=CC2=C(N=C(N=C2N[C@H](C)C2=C(C(=CC=C2)C([C@H](O[Si](CC)(CC)CC)C2CC2)(F)F)F)C)C=N1 |o1:19| 6-bromo-N-[(1R)-1-(3-{(2R or S)-2-cyclopropyl-1,1-difluoro-2-[(triethylsilyl)oxy]ethyl}-2-fluorophenyl)ethyl]-2-methylpyrido[3,4-d]pyrimidin-4-amine